C(CCCCCCCCCCC)[N+](C)(C)[O-] lauryl-dimethylamine-N-oxide